4-[(1-ethyl-1H-pyrazol-4-yl)methyl]-3-iodo-1,5-dimethyl-1H-pyrazole C(C)N1N=CC(=C1)CC=1C(=NN(C1C)C)I